4-(4-fluorophenyl)pyrrolidine-2-carboxamide FC1=CC=C(C=C1)C1CC(NC1)C(=O)N